C1(=C(C=CC=C1)C=1C=C(C=CC1)C1=CC=CC2=C1SC1=C2C=CC=C1)C=1C(=CC=CC1)C1=CC=CC=C1 4-(3-(terphenyl-2-yl)phenyl)dibenzo[b,d]thiophene